2-FluoroPyridine FC1=NC=CC=C1